1-(2-fluoro-5-(2-hydroxyethoxy)benzyl)-3,4-dimethyl-2-oxo-N-(2,4,6-trifluorobenzyl)-1,2,3,4-tetrahydroquinazoline-7-carboxamide FC1=C(CN2C(N(C(C3=CC=C(C=C23)C(=O)NCC2=C(C=C(C=C2F)F)F)C)C)=O)C=C(C=C1)OCCO